4-((4-Cyclobutyl-piperidin-1-yl)sulfonyl)aniline C1(CCC1)C1CCN(CC1)S(=O)(=O)C1=CC=C(N)C=C1